5-(3,5-difluorophenoxy)-3,3,4-trimethyl-2,3-dihydrobenzo[d]isothiazole-1,1-dioxide FC=1C=C(OC=2C=CC3=C(C(NS3(=O)=O)(C)C)C2C)C=C(C1)F